O=C1NC(CCC1N1C(C2=CC=C(C=C2C1)N1CCC(CC1)C=O)=O)=O [2-(2,6-dioxopiperidin-3-yl)-1-oxo-3H-isoindol-5-yl]piperidine-4-carbaldehyde